2-(2-amino-6-(cyclohex-1-en-1-yl)pyrimidin-4-yl)-N-(1-methylpiperidin-4-yl)-1-(2,2,2-trifluoroethyl)-1H-indol-4-amine NC1=NC(=CC(=N1)C=1N(C=2C=CC=C(C2C1)NC1CCN(CC1)C)CC(F)(F)F)C1=CCCCC1